2-(((7-Bromo-2-(2-methyl-[1,1'-biphenyl]-3-yl)-2H-indazol-5-yl)methyl)amino)ethane BrC1=CC(=CC2=CN(N=C12)C=1C(=C(C=CC1)C1=CC=CC=C1)C)CNCC